[NH4+].C(C(O)C)(=O)[O-].[Ni] nickel lactate ammonium salt